Pentane-1-ylmethanol C(CCCC)CO